C(C)O[Si](CCCNC1=NC=NC=N1)(OCC)OCC 6-(3-triethoxysilylpropylamino)-1,3,5-triazine